F[C@@H]1CN(C[C@@H]1N1N=C(C2=NC=CC=C21)C2=CC=C(C=C2)C(F)(F)F)C(C=C)=O 1-((3R,4S)-3-fluoro-4-(3-(4-(trifluoromethyl)phenyl)-1H-pyrazolo[4,3-b]pyridin-1-yl)pyrrolidin-1-yl)prop-2-en-1-one